N-ETHYL-2-(4-FORMYLPHENOXY)PROPANAMIDE C(C)NC(C(C)OC1=CC=C(C=C1)C=O)=O